1-Azaspiro[4.4]nonane-2,4-dione N1C(CC(C12CCCC2)=O)=O